CC=1N(C(C2C(N1)C(=NC(=N2)N2C[C@H](OCC2)C=2C=NN(C2)C)C2CCOCC2)=O)C 2,3-dimethyl-6-[(2R)-2-(1-methyl-1H-pyrazol-4-yl)morpholin-4-yl]-8-(oxan-4-yl)-3H,4H,4aH,8aH-[1,3]diazino[5,4-d]pyrimidin-4-one